1-(2,4,6-trimethoxyphenyl)-pyrrole COC1=C(C(=CC(=C1)OC)OC)N1C=CC=C1